3-((4-(dimethylamino)pyrimidin-2-yl)oxy)pyrrolidin CN(C1=NC(=NC=C1)OC1CNCC1)C